NC=1C(=C(C=CC1)S(=O)(=O)NC=1SC(=C(N1)C1=C(C=CC=C1)C(C)C)C1=CC(=CC=C1)OCC(C(C)(C)C)(F)F)F 3-amino-N-[5-[3-(2,2-difluoro-3,3-dimethylbutoxy)phenyl]-4-(2-propan-2-ylphenyl)-1,3-thiazol-2-yl]-2-fluorobenzenesulfonamide